FC=1C(=C(C=C(C1)CC(C)C)N1CCC(CC1)OC=1N=NC=CC1)C=1N=NNN1 3-((1-(3-fluoro-5-isobutyl-2-(2H-tetrazol-5-yl)phenyl)piperidin-4-yl)oxy)pyridazine